C(C)N1C(NC2=CC(=CC=C2C1=O)CNC1CC(C1)NC=1C=CC(=NC1)C(=O)NC)=O 5-(((1s,3s)-3-(((3-ethyl-2,4-dioxo-1,2,3,4-tetrahydroquinazolin-7-yl)methyl)amino)cyclobutyl)amino)-N-methylpicolinamide